diphenyltriazinyl[(dimethylfluorenyl)benzselenophenyl]pyridine C1(=CC=CC=C1)C=1C(=C(C(=NC1)C=1[Se]C2=C(C1C1=C(C(=CC=3C4=CC=CC=C4CC13)C)C)C=CC=C2)C2=NN=NC=C2)C2=CC=CC=C2